C(C)(C)(C)OC(N(C)C1=C(C=CC(=C1)N)F)=O.ClC1=C(C=CC=C1)S(=O)(=O)NC1=NC(=C(C=C1)C=1C=C2C=NC(=NC2=CC1C)NC1CCC(CC1)N(C)C)OC 2-chloro-N-(5-(2-(((1r,4r)-4-(dimethylamino)cyclohexyl)amino)-7-methyl-quinazolin-6-yl)-6-methoxypyridin-2-yl)benzenesulfonamide tert-Butyl-(5-amino-2-fluorophenyl)(methyl)carbamate